COC=1C=CC(=NC1)C1=NC=C(C=C1)OC 5,5'-dimethoxybipyridine